(S)-7-fluoro-2-methyl-9-nitro-1,2,3,4-tetrahydro-5H-benzo[e][1,4]diazepin-5-one FC1=CC2=C(N[C@H](CNC2=O)C)C(=C1)[N+](=O)[O-]